NC1CCC(CC1)COC1=CC=2N(C=C1)N=CC2C=2C=C(C=C(C2)C2=C(C=C(C=C2)F)F)C2(CC2)S(=O)(=O)N (5-(5-(((1r,4r)-4-aminocyclohexyl)methoxy)pyrazolo[1,5-a]pyridin-3-yl)-2',4'-difluoro-[1,1'-biphenyl]-3-yl)cyclopropanesulfonamide